C(C1=CC=CC=C1)SC1=C(C=CC(=C1)C1C(C1)(F)F)OC 2-benzylsulfanyl-4-(2,2-difluorocyclopropyl)-1-methoxy-benzene